3-cyano-4-(5-(6-((6-methoxypyridin-3-yl)methyl-d2)-3,6-diazabicyclo[3.1.1]heptan-3-yl)pyrazin-2-yl)pyrazole C(#N)C1=NNC=C1C1=NC=C(N=C1)N1CC2N(C(C1)C2)C([2H])([2H])C=2C=NC(=CC2)OC